(S)-1-(oxetan-2-ylmethyl)-2-((4-(6-(pyridin-3-ylmethoxy)pyridin-2-yl)piperazin-1-yl)methyl)-1H-benzo[d]imidazole-6-carboxylic acid O1[C@@H](CC1)CN1C(=NC2=C1C=C(C=C2)C(=O)O)CN2CCN(CC2)C2=NC(=CC=C2)OCC=2C=NC=CC2